C(CCCCCCC)[N+]1=CC=C(C=C1)C 1-n-octyl-4-methylpyridinium